P(=O)(O[Si](C)(C)C)(O[Si](C)(C)C)O[Si](C)(C)C tris(trimethylsilanyl) phosphate